1-Phenylethan-1-on C1(=CC=CC=C1)C(C)=O